Cis-(1S,2S)-1-(2-chlorophenyl)-N1-methyl-N2-(3-(4-methylpiperazin-1-yl)-propyl)cyclohexane-1,2-diamine tetrahydrochloride Cl.Cl.Cl.Cl.ClC1=C(C=CC=C1)[C@@]1([C@H](CCCC1)NCCCN1CCN(CC1)C)NC